(R)-1-(3-((2-(benzo[d]thiazol-6-ylamino)-5-methyl-7H-pyrrolo[2,3-d]pyrimidin-4-yl)amino)piperidin-1-yl)prop-2-en-1-one S1C=NC2=C1C=C(C=C2)NC=2N=C(C1=C(N2)NC=C1C)N[C@H]1CN(CCC1)C(C=C)=O